CN(C1=CC=C(C=N1)S(=O)(=O)C1=CC=C(C=C1)NC(NCC=1C=NC=CC1)=O)C 3-{4-[6-(dimethylamino)pyridine-3-sulfonyl]phenyl}-1-(pyridin-3-ylmethyl)urea